CC1=C(OC(C(=O)OCC)C)C=CC(=C1)SCC=1SC(=NN1)C1=CC=C(C=C1)C ethyl 2-(2-methyl-4-(((5-(p-tolyl)-1,3,4-thiadiazol-2-yl)methyl)thio)phenoxy)propanoate